ClC=1C=C(C=CC1)C1(CC1)C=1NC(C=2CN(CCCC2N1)C([C@@H](C=1C=C(C=CC1)C1=CC=C(C=C1)C(F)(F)F)O)=O)=O (R)-2-(1-(3-chlorophenyl)cyclopropyl)-6-(2-hydroxy-2-(4'-(trifluoromethyl)-[1,1'-biphenyl]-3-yl)acetyl)-3,5,6,7,8,9-hexahydro-4H-pyrimido[5,4-c]azepin-4-one